6-(5,6-dimethoxy-pyridin-3-yl)-N-(1-phenylethyl)-quinazolin-4-amine COC=1C=C(C=NC1OC)C=1C=C2C(=NC=NC2=CC1)NC(C)C1=CC=CC=C1